COC1=CC=C(CN2C(C(CCC2=O)N2C(N(C3=C2C=CC(=C3)N3CCN(CC3)C(=O)OC(C)(C)C)C)=O)=O)C=C1 tert-butyl 4-(1-(1-(4-methoxybenzyl)-2,6-dioxopiperidin-3-yl)-3-methyl-2-oxo-2,3-dihydro-1H-benzo[d]imidazol-5-yl)piperazine-1-carboxylate